2-(2-(6-bromopyridin-3-yl)pyrimidin-5-yl)-3,5,7,8-tetrahydro-4H-thiopyrano[4,3-d]pyrimidin-4-one BrC1=CC=C(C=N1)C1=NC=C(C=N1)C=1NC(C2=C(N1)CCSC2)=O